O\N=C\C(=O)NC1=C(C=CC=C1)C (E)-2-(hydroxyimino)-N-(o-tolyl)acetamide